4-(4-(((1r,4r)-4-aminocyclohexyl)oxy)piperidin-1-yl)-2-(2,6-dioxopiperidin-3-yl)isoindoline-1,3-dione NC1CCC(CC1)OC1CCN(CC1)C1=C2C(N(C(C2=CC=C1)=O)C1C(NC(CC1)=O)=O)=O